(2R,3R,4R,5S)-5-amino-2-(hydroxymethyl)tetrahydro-2H-pyran-3,4-diol hydrochloride Cl.N[C@@H]1[C@H]([C@H]([C@H](OC1)CO)O)O